Pyrazolo[1,5-a]Pyrimidine-3-Formic acid N1=CC(=C2N1C=CC=N2)C(=O)O